4-(3-chlorophenyl)-N-((1R,2R,4S)-7-cyano-7-azabicyclo[2.2.1]heptan-2-yl)-2-pyridinecarboxamide ClC=1C=C(C=CC1)C1=CC(=NC=C1)C(=O)N[C@H]1[C@H]2CC[C@@H](C1)N2C#N